1,4,5-trichloromethyl-naphthalene tert-butyl-N-(3-ethynyloxetan-3-yl)carbamate C(C)(C)(C)OC(NC1(COC1)C#C)=O.ClCC1=CC=C(C2=C(C=CC=C12)CCl)CCl